(2S)-1-(4-chloro-2,6-difluorophenyl)-3-cyclopropyl-2-(methylamino)pentane-1-ol hydrochloride Cl.ClC1=CC(=C(C(=C1)F)C([C@H](C(CC)C1CC1)NC)O)F